4-Hydroxy-5-(5H-imidazo[5,1-a]isoindol-5-yl)-4,5,6,7-tetrahydropyrazolo[1,5-a]pyridin-2-carbonitril OC1C=2N(CCC1C1N3C(C4=CC=CC=C14)=CN=C3)N=C(C2)C#N